(E)-N-(4-(cyanomethoxy)phenethyl)-3-(3,4-dihydroxyphenyl)acrylamide C(#N)COC1=CC=C(CCNC(\C=C\C2=CC(=C(C=C2)O)O)=O)C=C1